tert-butyl (2-(2-(2-(allyloxy)ethoxy)ethoxy)ethyl)carbamate C(C=C)OCCOCCOCCNC(OC(C)(C)C)=O